C(C=C)(=O)N1[C@@H](C[C@H](CC1)N1N=NC=2C(=NC=3C(=C(C(=CC3C21)Cl)C=2C=CC=C1C=CC=NC21)Cl)OC[C@H]2N(CCC2)C)CC#N ((2S,4S)-1-acryloyl-4-(6,8-dichloro-4-(((S)-1-methylpyrrolidin-2-yl)methoxy)-7-(quinolin-8-yl)-1H-[1,2,3]triazolo[4,5-c]quinolin-1-yl)piperidin-2-yl)acetonitrile